CC1=NC(=CC(=N1)NC1=C(C(=O)NOCC)C(=CC=N1)NC1=C(C=C(C=C1)OCC)NS(=O)(=O)C)C ((2,6-dimethylpyrimidin-4-yl)amino)-N-ethoxy-4-((4-ethoxy-2-(N-methylsulfonylamino)phenyl)amino)nicotinamide